C(CCCCCCCCCCC)C1=C(O[C@@H]([C@H]([C@@H]1O)O)CO)C lauryl-methyl-glucal